methyl-3-chloro-2-(4,4,5,5-tetramethyl-1,3,2-dioxaborolan-2-yl)benzaldehyde CC1=C(C(=C(C=O)C=C1)B1OC(C(O1)(C)C)(C)C)Cl